2-(3-acetyl-5-(2-methylpyrimidin-5-yl)-1H-indazol-1-yl)acetic acid C(C)(=O)C1=NN(C2=CC=C(C=C12)C=1C=NC(=NC1)C)CC(=O)O